C(C)(C)(C)C=1C=C(/C=C/C2=CC=C(/C=C/C3=CC=C(C(=O)OCC)C=C3)C=C2)C=C(C1)C(C)(C)C Ethyl 4-((E)-4-((E)-3,5-di-tert-butylstyryl)styryl)benzoate